N-((1r,4r)-4-(3,3,3-trifluoro-2,2-dimethylpropoxy)cyclohexyl)-5,6-dihydrobenzo[f]imidazo[1,5-d][1,4]oxazepine-10-carboxamide FC(C(COC1CCC(CC1)NC(=O)C=1C=CC2=C(C=3N(CCO2)C=NC3)C1)(C)C)(F)F